FC=1C=CC(=NC1)CS(=O)(=O)N 1-(5-fluoropyridin-2-yl)methanesulfonamide